C(C)(=O)N[C@H]1[C@@H](O)O[C@@H]([C@H]([C@@H]1O)O)CO N-acetyl-α-glucosamine